NC=1C=CC(=C(C1)N(C1=NC(=NC=C1C1=CC=C(C=C1)C(F)(F)F)NC=1C=NN(C1)C)C)F N4-(5-amino-2-fluorophenyl)-N4-methyl-N2-(1-methyl-1H-pyrazol-4-yl)-5-(4-(trifluoromethyl)phenyl)pyrimidine-2,4-diamine